tert-butyl N-[2-(aminomethyl)-1,3-thiazol-4-yl]-N-(cyclopropanesulfonyl)carbamate NCC=1SC=C(N1)N(C(OC(C)(C)C)=O)S(=O)(=O)C1CC1